FC=1C=C(CSC=2N(C(C=3C(N2)=NN(C3)CC3COC3)=O)C3=CC=CC=C3)C=CC1 6-((3-fluorobenzyl)thio)-2-(oxetan-3-ylmethyl)-5-phenyl-2H-pyrazolo[3,4-d]pyrimidin-4(5H)-one